FC=1C=C2C=C(C=NC2=CC1)N([C@@H]1CN(CC1)CC(=O)N1[C@@H](CCC1)C#N)C (S)-1-(2-((S)-3-((6-Fluorochinolin-3-yl)(methyl)amino)pyrrolidin-1-yl)acetyl)pyrrolidin-2-carbonitril